2-[1-[[3-(Azetidin-3-yl)phenyl]methyl]pyrazol-4-yl]-5-propyl-3H-imidazo[2,1-b]purin-4-on N1CC(C1)C=1C=C(C=CC1)CN1N=CC(=C1)C1=NC=2N3C(N(C(C2N1)=O)CCC)=NC=C3